CN(C(=O)C1=CC=C(C=C1)C=1C=C2C(=NN(C2=CC1)C)C(=O)NCC1=CC=C(C=C1)N1C[C@@H](CC1)C)C |r| rac-(R)-5-(4-(Dimethylcarbamoyl)phenyl)-1-methyl-N-(4-(3-methylpyrrolidin-1-yl)benzyl)-1H-indazole-3-carboxamide